CC=1N=C(SC1C(=O)OC(C)(C)C)NC(C[C@H](CCCNC)NC(C1=CC(=CC=C1)C1=NOC(=N1)C)=O)=O Tert-butyl 4-methyl-2-[[(3S)-6-(methylamino)-3-[[3-(5-methyl-1,2,4-oxadiazol-3-yl)benzoyl]amino]hexanoyl]amino]thiazole-5-carboxylate